2-(4'-chloro-[1,1'-biphenyl]-4-yl)-4,4,5,5-tetramethyl-1,3,2-dioxaborolane ClC1=CC=C(C=C1)C1=CC=C(C=C1)B1OC(C(O1)(C)C)(C)C